The molecule is a glycosylglucose that is beta-D-glucose in which the hydroxy group at position 3 has been converted to the corresponding beta-D-galactopyranoside. It is a glycosylglucose and a beta-D-galactoside. It derives from a beta-D-glucose. C([C@@H]1[C@H]([C@@H]([C@H]([C@@H](O1)O)O)O[C@H]2[C@@H]([C@H]([C@H]([C@H](O2)CO)O)O)O)O)O